isoamyl butyrate C(CCC)(=O)OCCC(C)C